ClC1=C2N=C(C=NC2=CC=C1OC=1C=CC2=C(N(C(=N2)C)COCC[Si](C)(C)C)C1)C=1C=NN(C1)CC(OCC)OCC 2-[[6-[5-chloro-3-[1-(2,2-diethoxyethyl)pyrazol-4-yl]quinoxalin-6-yl]oxy-2-methyl-benzimidazol-1-yl]methoxy]ethyl-trimethyl-silane